C(C)C1CCC=2N(C(C(=CC21)C(=O)[O-])=O)C 5-ethyl-1-methyl-2-oxo-2,5,6,7-tetrahydro-1H-cyclopenta[b]pyridine-3-carboxylate